benzyl N-[methyl(2-tetrahydropyran-2-yloxyethyl)sulfamoyl]carbamate CN(S(=O)(=O)NC(OCC1=CC=CC=C1)=O)CCOC1OCCCC1